(R)-(5-(1,4-dimethyl-1H-pyrazol-5-yl)-1,3,4-oxadiazol-2-yl)(4-(7-fluoropyrazolo[1,5-a]pyridin-2-yl)-6,7-dihydro-1H-imidazo[4,5-c]pyridin-5(4H)-yl)methanone CN1N=CC(=C1C1=NN=C(O1)C(=O)N1[C@H](C2=C(CC1)NC=N2)C2=NN1C(C=CC=C1F)=C2)C